2-(benzyl(2-hydroxyethyl)amino)-1-(2-methoxypyridin-4-yl)ethan-1-one C(C1=CC=CC=C1)N(CC(=O)C1=CC(=NC=C1)OC)CCO